C1(CCCCC1)C1=CC=C(CN(C(=O)[C@@H]2N(CC2)S(=O)(=O)C2=C(C(=C(C(=C2F)F)F)F)F)C2=C(C=C3C=NN(C3=C2)COCC[Si](C)(C)C)F)C=C1 (R)-N-(4-cyclohexylbenzyl)-N-(5-fluoro-1-((2-(trimethylsilyl)ethoxy)methyl)-1H-indazol-6-yl)-1-((perfluorophenyl)sulfonyl)azetidine-2-carboxamide